4-(((6-(1-(tert-butoxycarbonyl)piperidin-4-yl)pyridin-2-yl)oxy)methyl)-3-methylbenzoic acid C(C)(C)(C)OC(=O)N1CCC(CC1)C1=CC=CC(=N1)OCC1=C(C=C(C(=O)O)C=C1)C